ClC1=CN=C2C(=N1)CN(C2)C(=O)OCC2=CC=CC=C2 benzyl 2-chloro-5,7-dihydro-6H-pyrrolo[3,4-b]pyrazine-6-carboxylate